ClC1=C(C=CC=C1C1C(NC(CC1)=O)=O)C1=CC=C(C=C1)C(=O)N1C=CC=C1 3-(2-chloro-4'-(1H-pyrrole-1-carbonyl)-[1,1'-biphenyl]-3-yl)piperidine-2,6-dione